Tert-butyl rel-(3R,5S,E)-3,5-dihydroxy-7-(1-isopropyl-3-(4-(trifluoromethyl)phenyl)-1H-indol-2-yl)hept-6-enoate O[C@@H](CC(=O)OC(C)(C)C)C[C@@H](\C=C\C=1N(C2=CC=CC=C2C1C1=CC=C(C=C1)C(F)(F)F)C(C)C)O |o1:1,11|